C(CC)C1=CC=C(CCC2=NC(=CC(=C2C2=C(C=CC=C2)C)O)OCC2OCCCC2)C=C1 2-(4-Propylphenethyl)-6-((tetrahydro-2H-pyran-2-yl)methoxy)-3-(o-tolyl)pyridin-4-ol